1-(1-(2,6-dioxopiperidin-3-yl)-2-oxo-1,2-dihydrobenzo[cd]indol-6-yl)piperidine-4-carbaldehyde O=C1NC(CCC1N1C(C2=C3C(C(=CC=C13)N1CCC(CC1)C=O)=CC=C2)=O)=O